N=1SN=C2N=C(C=CC21)N2C[C@@H](CC2)NC2=NN=C(S2)NC(C(C2=CC=CC=C2)OC)=O N-(5-(((R)-1-([1,2,5]thiadiazolo[3,4-b]pyridin-5-yl)pyrrolidin-3-yl)amino)-1,3,4-thiadiazol-2-yl)-2-methoxy-2-phenylacetamide